CC1=NN(C(=C1)C)C=1C=C(C(=O)N[C@H](C(=O)O)CCN(CC(F)(F)F)CCCCC2=NC=3NCCCC3C=C2)C=CC1 (S)-2-(3-(3,5-dimethyl-1H-pyrazol-1-yl)benzamido)-4-((4-(5,6,7,8-tetrahydro-1,8-naphthyridin-2-yl)butyl)(2,2,2-trifluoroethyl)amino)butanoic acid